methyl 5'-{[(4R)-4-[(2-amino-1,3-benzodiazol-1-yl) methyl] pentyl] oxy}-1',6-dimethyl-2'-oxo-[2,4'-bipyridine]-4-carboxylate NC1=NC2=C(N1C[C@@H](CCCOC=1C(=CC(N(C1)C)=O)C1=NC(=CC(=C1)C(=O)OC)C)C)C=CC=C2